2-hydroxy-2-methylpropylbenzoate OC(COC(C1=CC=CC=C1)=O)(C)C